3,3,3-Trifluoropropylmethyldimethoxysilane FC(CC[Si](OC)(OC)C)(F)F